COC=1C(C(=C(C(C1OC)=O)C)C\C=C(\CC\C=C(\CC\C=C(\CC\C=C(\CCC=C(C)C)/C)/C)/C)/C)=O 2,3-dimethoxy-5-methyl-6-((2E,6E,10E,14E)-3,7,11,15,19-pentamethylicosa-2,6,10,14,18-pentaen-1-yl)-1,4-benzoquinone